ClC1=C(OC2C(CC(C2)C2=CC=CC=C2)N2C[C@@H](CCC2)NC(OC(C)(C)C)=O)C=CC(=C1)C#N tert-butyl (3R)-1-(2-(2-chloro-4-cyanophenoxy)-4-phenylcyclopentyl)piperidin-3-ylcarbamate